1-(bromoethyl)-2-methoxy-3-nitrobenzene BrCCC1=C(C(=CC=C1)[N+](=O)[O-])OC